C(C)N1C(C2C34C5CC(=CCC5C(C2C1)C4)C3)=O 4-ethyl-4-aza-pentacyclo[9.2.1.11,7.02,6.08,13]-10-pentadecene-3-one